Cl.S1CN=C2C1=CC=1C=CC(=CC12)O indeno[1,2-d]thiazol-5-ol hydrochloride